O(C1=CC=CC=C1)CC=1C=CC2=CC3(C=CC12)CC3 (phenoxymethyl)spiro[cyclopropane-1,5'-inden]